((R)-3-methyl-1-((S)-3-(1-methyl-1H-imidazol-2-yl)-2-(pyrazine-2-carboxamido)propanamido)butyl)boronic acid CC(C[C@H](NC([C@H](CC=1N(C=CN1)C)NC(=O)C1=NC=CN=C1)=O)B(O)O)C